C(C)OC(=O)C1=CNC=C1C1=CC=C(C=C1)OC1=NC(=CC=C1)C 4-(4-((6-methylpyridin-2-yl)oxy)phenyl)-1H-pyrrole-3-carboxylic acid ethyl ester